C1N(CCC2=CC=CC=C12)C[C@H](CN1CC(OC2=C(C1=O)C=CC(=C2)C(=O)N2C(COCC2C)C)(C)C)O 4-[(2R)-3-(3,4-dihydro-1H-isoquinolin-2-yl)-2-hydroxy-propyl]-8-(3,5-dimethylmorpholin-4-carbonyl)-2,2-dimethyl-3H-1,4-benzoxazepin-5-one